[15NH2][C@@H](CCC(N)=O)C(=O)O [15N]glutamine